FC(=CCN1N=CC=2C=NC(=CC21)C(=O)OC(C)C)F isopropyl 1-(3,3-difluoroallyl)-1H-pyrazolo[4,3-c]pyridine-6-carboxylate